3-((4-aminophenyl)sulfonyl)-6-butyl-5-(2,6-dimethoxyphenyl)-4-hydroxypyridin-2(1H)-one NC1=CC=C(C=C1)S(=O)(=O)C=1C(NC(=C(C1O)C1=C(C=CC=C1OC)OC)CCCC)=O